4,6-dimorpholin-4-yl-1,3,5-triazin N1(CCOCC1)C1=NC=NC(=N1)N1CCOCC1